(6-phenyl-4,5,6,7-tetrahydrobenzo[d]thiazol-2-yl)methyl ((2-(2,6-dioxopiperidin-3-yl)-3-oxoisoindolin-5-yl)methyl)carbamate O=C1NC(CCC1N1CC2=CC=C(C=C2C1=O)CNC(OCC=1SC2=C(N1)CCC(C2)C2=CC=CC=C2)=O)=O